C(C)OCC=1N(C2=C(C(=NC=3C=CC=CC23)NC(C2=CC=CC=C2)(C2=CC=CC=C2)C2=CC=CC=C2)N1)CC(OCCOCCOCCOCCOCCOCCOCCOCCO)(C)C 26-(2-(ethoxymethyl)-4-(tritylamino)-1H-imidazo[4,5-c]quinolin-1-yl)-25,25-dimethyl-3,6,9,12,15,18,21,24-octaoxahexacosan-1-ol